1-((2S,5R)-5-(4-chloro-6-(pyridin-3-yl)pyrimidin-2-yl)-2-methylpiperidin-1-yl)ethan-1-one ClC1=NC(=NC(=C1)C=1C=NC=CC1)[C@@H]1CC[C@@H](N(C1)C(C)=O)C